N-(2-cyanophenyl)thiourea C1=CC=C(C(=C1)C#N)NC(=S)N